1-(2-(benzylamino)-2-oxoethyl)-1-(2-((2-methyl-4-(pyrrolidine-1-carbonyl)thiophen-3-yl)amino)-2-oxoethyl)azepan-1-ium bromide [Br-].C(C1=CC=CC=C1)NC(C[N+]1(CCCCCC1)CC(=O)NC1=C(SC=C1C(=O)N1CCCC1)C)=O